tetra(2-decyl)tetradecanoate CC(CCCCCCCC)C(C(C(=O)[O-])(C(C)CCCCCCCC)C(C)CCCCCCCC)(CCCCCCCCCCC)C(C)CCCCCCCC